FC1(OC2=C(OC1)C=CC(=C2)CO)F (3,3-difluoro-2H-1,4-benzodioxin-6-yl)methanol